CN1C=NC2=C1C(=O)NC(=N2)N The molecule is a 7-methylguanine that is 7H-purine substituted by an amino group at position 2, a methyl group at position 7 and a hydroxy group at position 6. It is a tautomer of a 2-amino-7-methyl-1,7-dihydro-6H-purin-6-one and a 2-imino-7-methyl-1,2,3,7-tetrahydro-6H-purin-6-one.